6-chloro-4-((5-fluoro-2-methoxy-3-(5-(methoxymethyl)-1,2,4-oxadiazol-3-yl)phenyl)amino)-N-(methyl-d3)pyridazine-3-carboxamide ClC1=CC(=C(N=N1)C(=O)NC([2H])([2H])[2H])NC1=C(C(=CC(=C1)F)C1=NOC(=N1)COC)OC